dihydrosinapate C(\C=C\C1CC(OC)=C(O)C(OC)=C1)(=O)[O-]